C(C)(C)(C)OC(=O)N1CCC(=CC1)C1=C(C=CC=C1)C=1CCOCC1 4-(2-(3,6-dihydro-2H-pyran-4-yl)phenyl)-3,6-dihydropyridine-1(2H)-carboxylic acid tert-butyl ester